[3-(4-bromo-5-methyl-2-thienyl)pyrrolidin-1-yl]-(3-pyridazin-4-yl-1H-pyrazol-5-yl)methanone BrC=1C=C(SC1C)C1CN(CC1)C(=O)C1=CC(=NN1)C1=CN=NC=C1